BrC=1C=C2C(=C(C(N(C2=NC1)CC1=NC=C(C=C1)F)=O)C(=O)OCC)O ethyl 6-bromo-1-((5-fluoropyridin-2-yl)methyl)-4-hydroxy-2-oxo-1,2-dihydro-1,8-naphthyridine-3-carboxylate